NC(/C=C/C1(C(CCC1)=O)C(=O)OCC)=O (E)-ethyl 1-(3-amino-3-oxoprop-1-en-1-yl)-2-oxocyclopentanecarboxylate